(4-(((2-(2,6-dioxopiperidin-3-yl)-1-oxoisoindolin-4-yl)thio)methyl)thiazol-2-yl)methyl 3-bromoadamantane-1-carboxylate BrC12CC3(CC(CC(C1)C3)C2)C(=O)OCC=2SC=C(N2)CSC2=C3CN(C(C3=CC=C2)=O)C2C(NC(CC2)=O)=O